CC(COC(CCC1=CC(=C(C(=C1)C)O)C(C)(C)C)=O)(C)C1OCC2(CO1)COC(OC2)C(COC(CCC2=CC(=C(C(=C2)C)O)C(C)(C)C)=O)(C)C 3,9-bis[1,1-dimethyl-2-[beta-(3-t-butyl-4-hydroxy-5-methylphenyl)propionyloxy]ethyl]2,4,8,10-tetraoxaspiro[5.5]undecane